C(C)C=1C=NC=CC1/C=C/C=1C=C2CCC(NC2=CC1)=O 6-[(E)-2-(3-ethyl-4-pyridyl)vinyl]-3,4-dihydro-1H-quinolin-2-one